C(C)(C)(C)C1=CC=C(C=C1)C(C)O 1-p-tert-butylphenyl-ethanol